C1(CCCCC1)[C@@H](C(=O)NC1=NC=C(N=C1)C=1C(=NNC1C)C)NC(=O)C1=CC=NN1C(C=C)C=C (S)-N-(1-cyclohexyl-2-((5-(3,5-dimethyl-1H-pyrazol-4-yl)pyrazin-2-yl)amino)-2-oxoethyl)-1-(penta-1,4-dien-3-yl)-1H-pyrazole-5-carboxamide